(2,3,4,6-tetrafluorophenyl)trimethyl-ammonium tetrakis(2,3,4,6-tetrafluorophenyl)borate tert-butyl-N-[(2S)-4-hydroxy-3-oxo-1-[(3S)-2-oxopyrrolidin-3-yl]pentan-2-yl]carbamate C(C)(C)(C)OC(N[C@@H](C[C@H]1C(NCC1)=O)C(C(C)O)=O)=O.FC1=C(C(=CC(=C1F)F)F)[B-](C1=C(C(=C(C=C1F)F)F)F)(C1=C(C(=C(C=C1F)F)F)F)C1=C(C(=C(C=C1F)F)F)F.FC1=C(C(=CC(=C1F)F)F)[N+](C)(C)C